C(C(C)C)OC(NC=1C(=NC(=CC1C)N1CCOCC1)C)=O (2,4-Dimethyl-6-morpholin-4-yl-pyridin-3-yl)-carbamic acid isobutyl ester